4'-cyclopropyl-N-((4-(1-cyclopropyl-4-(trifluoromethyl)-1H-imidazol-2-yl)cuban-1-yl)methyl)-5,6'-dimethoxy-[2,5'-bipyrimidin]-4-amine C1(CC1)C1=NC=NC(=C1C1=NC=C(C(=N1)NCC12C3C4C5(C3C1C5C24)C=2N(C=C(N2)C(F)(F)F)C2CC2)OC)OC